COC1=CC=C(C=C1)C1=C(C(=NN1C1=CC=CC=C1)C)C=O 5-(4-methoxyphenyl)-3-methyl-1-phenyl-1H-pyrazole-4-formaldehyde